[N+](=O)([O-])C=1C=C2CC[C@@H](C2=CC1OC1=CC=C(C=C1)C1=NC=CC=C1)OP(=O)(N1CC1)N1CC1 di(aziridin-1-yl)phosphinic acid (S)-5-nitro-6-(4-(pyridin-2-yl) phenoxy)-2,3-dihydro-1H-inden-1-yl ester